COC1=CC=C(C2=C1NC(=N2)NC(=O)C2=NC=C(N=C2)ON2N=NC=1C2=NC=CC1)C=1C=NN(C1)C N-[7-methoxy-4-(1-methyl-1H-pyrazol-4-yl)-1H-1,3-benzodiazol-2-yl]-5-{3H-[1,2,3]triazolo[4,5-b]pyridin-3-yloxy}pyrazine-2-carboxamide